(2S)-2-[17-(but-3-enyl)-4,5α-epoxy-3-hydroxy-6-methoxy-6α,14-ethano-14α-morphinan-7α-yl]-3,3-dimethylbutan-2-ol C(CC=C)N1[C@H]2[C@@]34C[C@@H]([C@@]([C@H]5[C@@]3(C=3C(=C(C=CC3C2)O)O5)CC1)(CC4)OC)[C@@](C)(C(C)(C)C)O